2-hydroxy-1-(4-(4-(1-hydroxycyclohexanecarbonyl)phenoxy)phenyl)-2-methyl-1-propanone monocinnamate C(C=CC1=CC=CC=C1)(=O)O.OC(C(=O)C1=CC=C(C=C1)OC1=CC=C(C=C1)C(=O)C1(CCCCC1)O)(C)C